C(C)(C)(C)C1=CC2=C(NC(=N2)C2=C(C(=CC(=C2C(N[C@H](CCC)C2=CC=CC=C2)=O)C)C2=CC=CC(=C2)Cl)C(=O)O)C=C1 (5-tert-butyl-1H-1,3-benzodiazol-2-yl)-5'-chloro-5-methyl-4-{[(1R)-1-phenylbutyl]carbamoyl}-[1,1'-biphenyl]-2-carboxylic acid